5-(4-chlorophenyl)-3-(2-hydroxyphenyl)-4-hydroxy-1H-pyrazole ClC1=CC=C(C=C1)C1=C(C(=NN1)C1=C(C=CC=C1)O)O